(3-chlorophenyl)-6-methoxy-1-(3-phenylpropyl)-1H-benzo[d]Imidazole ClC=1C=C(C=CC1)C1=NC2=C(N1CCCC1=CC=CC=C1)C=C(C=C2)OC